3,3-dicyclopropyl-N-[4-(3,5-dimethyl-1H-pyrazol-4-yl)phenyl]-2-[5-(3-methyl-2-pyridyl)-4H-1,2,4-triazol-3-yl]propanamide C1(CC1)C(C(C(=O)NC1=CC=C(C=C1)C=1C(=NNC1C)C)C1=NN=C(N1)C1=NC=CC=C1C)C1CC1